NCCC(=O)[O-] beta-alaninate